(S)-(R)-1-(3-(allyloxy)phenyl)-3-(3,4-dimethoxyphenyl)propyl 1-((S)-2-(4-(allyloxy)-3,5-di-methoxy-phenyl)-2-cyclohexylacetyl)piperidine-2-carboxylate C(C=C)OC1=C(C=C(C=C1OC)[C@@H](C(=O)N1[C@H](CCCC1)C(=O)O[C@@H](CCC1=CC(=C(C=C1)OC)OC)C1=CC(=CC=C1)OCC=C)C1CCCCC1)OC